3-(5-((1-(4-((3R,5R)-5-((5-bromo-1-methyl-6-oxo-1,6-dihydropyridazin-4-yl)amino)-1-methylpiperidin-3-yl)benzyl)piperidin-4-yl)oxy)-2-methylphenyl)piperidine-2,6-dione BrC1=C(C=NN(C1=O)C)N[C@@H]1C[C@@H](CN(C1)C)C1=CC=C(CN2CCC(CC2)OC=2C=CC(=C(C2)C2C(NC(CC2)=O)=O)C)C=C1